5-isooctylthiophene-2-carbaldehyde C(CCCCC(C)C)C1=CC=C(S1)C=O